N-(1-methyl-2-methyl-4-piperidyl)-6-[3-(5-fluoro-4-mesyl-2-anisidino)-1-propynyl]-1-(2,2,2-trifluoroethyl)-1H-1,3-benzimidazole-4-carboxamide CN1C(CC(CC1)NC(=O)C1=CC(=CC=2N(C=NC21)CC(F)(F)F)C#CCNC=2C(OC)=CC(=C(C2)S(=O)(=O)C)F)C